ClC=1N=C(N2C1C=CC(=C2)S(=O)(=O)NC2(CC2)CF)C=2SC(=NN2)C(F)F 1-chloro-3-(5-(difluoromethyl)-1,3,4-thiadiazol-2-yl)-N-(1-(fluoromethyl)cyclopropyl)imidazo[1,5-a]pyridine-6-sulfonamide